6-(4-Chloro-1-(4-(6-(methylcarbamoyl)pyridin-2-yl)benzyl)-1H-indazol-7-carboxamido)-spiro[3.3]heptan ClC1=C2C=NN(C2=C(C=C1)C(=O)NC1CC2(CCC2)C1)CC1=CC=C(C=C1)C1=NC(=CC=C1)C(NC)=O